N-((1s,3s)-3-(6-((1-(6-((2-(2,6-dioxopiperidin-3-yl)-1,3-dioxoisoindolin-4-yl)amino)hexyl)piperidin-4-yl)amino)-9H-purin-9-yl)cyclobutyl)-6-methylpicolinamide O=C1NC(CC[C@@H]1N1C(C2=CC=CC(=C2C1=O)NCCCCCCN1CCC(CC1)NC1=C2N=CN(C2=NC=N1)C1CC(C1)NC(C1=NC(=CC=C1)C)=O)=O)=O